octahydro-benzo[b][1,4]dioxin O1C2C(OCC1)CCCC2